tert-butyl (S)-3-methyl-4-(3-(1-methylcyclopropyl)-1H-pyrrolo[3,2-c]pyridin-4-yl)piperazine-1-carboxylate C[C@H]1CN(CCN1C1=NC=CC2=C1C(=CN2)C2(CC2)C)C(=O)OC(C)(C)C